5-(4,4,5,5-tetramethyl-1,3,2-dioxaborolan-2-yl)-1,3-dihydrobenzimidazol-2-one CC1(OB(OC1(C)C)C1=CC2=C(NC(N2)=O)C=C1)C